Methyl 6-(2-azaspiro[3.3]heptan-2-yl)-1-benzofuran-2-carboxylate C1N(CC12CCC2)C2=CC1=C(C=C(O1)C(=O)OC)C=C2